benzyl N-(3-methylazetidin-3-yl)carbamate CC1(CNC1)NC(OCC1=CC=CC=C1)=O